3-(5-(cyclopropylmethoxy)-4-(trifluoromethyl)pyridin-2-yl)-N-(3-methylpyridin-2-yl)-1,2,4-thiadiazol-5-amine C1(CC1)COC=1C(=CC(=NC1)C1=NSC(=N1)NC1=NC=CC=C1C)C(F)(F)F